ClC1=CC(=C2C(=CN(C2=C1Cl)C#C)C=1C=NN(C1)C1OCCCC1)NC(OC(C)(C)C)=O tert-butyl N-[6,7-dichloro-1-ethynyl-3-(1-tetrahydropyran-2-ylpyrazol-4-yl)indol-4-yl]carbamate